tert-butyl (rac)-2-(4-cyclobutylphenyl)-2,3,4,5a,6,7,8,9-octahydro-5H-10-oxa-1,2,5,7-tetraazacycloocta[cd]indene-5-carboxylate C1(CCC1)C1=CC=C(C=C1)N1N=C2C=3[C@@H](N(CCC13)C(=O)OC(C)(C)C)CNCCO2 |r|